C1(CCCC1)N1N=CC(=C1)C1=C(C=C(C=C1)[N+](=O)[O-])S(=O)(=O)N 2-(1-Cyclopentyl-1H-pyrazol-4-yl)-5-nitrobenzenesulfonamide